C(C)(=O)C=1C=C2CC(C(NC2=CC1)=O)(C)C 6-acetyl-3,3-dimethyl-3,4-dihydroquinolin-2(1H)-one